2,2-di(4-aminocyclohexyl)propane NC1CCC(CC1)C(C)(C)C1CCC(CC1)N